FC(C(C(F)F)(O)C1=CC=C(C=C1)N1CC=2C(=NC=CC2C1=O)C1=C(C=NC=C1)OCC(F)(F)F)F 2-[4-(1,1,3,3-tetrafluoro-2-hydroxypropan-2-yl)phenyl]-4-[3-(2,2,2-trifluoroethoxy)pyridin-4-yl]-2,3-dihydro-1H-pyrrolo[3,4-c]pyridin-1-one